N1N=NN=C1C1=C(CN2CCN(CC2)C(=O)N2N=C(C=C2)C(=O)O)C=CC(=C1)C(F)(F)F (4-(2-(1H-tetrazol-5-yl)-4-(trifluoromethyl)benzyl)piperazine-1-carbonyl)-1H-pyrazole-3-carboxylic acid